N-[(1R)-1-benzyl-1-methyl-2-(1-methylcyclopropyl)ethyl]-8-fluoro-quinoline-3-carboxamide C(C1=CC=CC=C1)[C@](CC1(CC1)C)(C)NC(=O)C=1C=NC2=C(C=CC=C2C1)F